tert-butyl 2,9-diazaspiro[5.5]undecan-2-carboxylate C1N(CCCC12CCNCC2)C(=O)OC(C)(C)C